2-(2-((7-(3-fluoro-2-(formamidomethyl)pyridin-4-yl)benzofuran-5-yl)methoxy)phenyl)acetic acid FC=1C(=NC=CC1C1=CC(=CC=2C=COC21)COC2=C(C=CC=C2)CC(=O)O)CNC=O